F[C@H]1[C@@H](C1)C(=O)N1C2CN(CC1CC2)C2=CC=NC=1N2N=C(C1)C=1C=NN(C1)C ((1S,2R)-2-fluorocyclopropyl)(3-(2-(1-methyl-1H-pyrazol-4-yl)pyrazolo[1,5-a]pyrimidin-7-yl)-3,8-diazabicyclo[3.2.1]oct-8-yl)methanone